(6-{5,5-difluoro-12-methyl-4,6-dioxa-10,12-diazatricyclo[7.3.0.03,7]dodeca-1(9),2,7,10-tetraen-11-yl}-5-(ethanesulfonyl)pyridin-3-yl)boronic acid FC1(OC2=CC=3N(C(=NC3C=C2O1)C1=C(C=C(C=N1)B(O)O)S(=O)(=O)CC)C)F